ethyl 5-(1-phenylethenyl)-1,2-oxazole-3-carboxylate C1(=CC=CC=C1)C(=C)C1=CC(=NO1)C(=O)OCC